C(C)N1N=CC=C1C1=CC(=NC2=C(N=CC=C12)C1=CC=NN1)N1[C@@H](COCC1)C 4-(1-ethyl-1H-pyrazol-5-yl)-2-[(3R)-3-methylmorpholin-4-yl]-8-(1H-pyrazol-5-yl)-1,7-naphthyridine